5-{3-fluoro-4-[(6-methylpyridin-2-yl)oxy]phenyl}-6-(2-methoxy-3-nitrophenyl)-7,8-dihydro-6H-imidazo[2',3':5,1]pyrrolo[2,3-d]pyrimidin-4-amine FC=1C=C(C=CC1OC1=NC(=CC=C1)C)C1=C2N(C=3N=CN=C(C31)N)CCN2C2=C(C(=CC=C2)[N+](=O)[O-])OC